CN1CCN(CC1)CCCCO 4-(4-methyl-1-piperazinyl)-1-butanol